ethyl (S)-3-(4-((2-methyl-1-(4-(5-phenyl-1,3,4-oxadiazol-2-yl) phenyl)propyl)amino)benzamido)propanoate CC([C@@H](C1=CC=C(C=C1)C=1OC(=NN1)C1=CC=CC=C1)NC1=CC=C(C(=O)NCCC(=O)OCC)C=C1)C